4-amino-N-(2,3-dihydro-1H-inden-2-yl)-6-((3-fluorophenyl)amino)-N-methylpyridinamide NC1=CC(=NC(=C1)NC1=CC(=CC=C1)F)C(=O)N(C)C1CC2=CC=CC=C2C1